(R)-7-chloro-N-(3-((3-methoxypyrrolidin-1-yl)methyl)-5-(trifluoromethyl)phenyl)-1-methyl-6-((4-(methylamino)pyrazolo[1,5-a]pyrazin-3-yl)oxy)-1H-imidazo[4,5-b]pyridin-2-amine ClC1=C2C(=NC=C1OC=1C=NN3C1C(=NC=C3)NC)N=C(N2C)NC2=CC(=CC(=C2)C(F)(F)F)CN2C[C@@H](CC2)OC